C1(=CC=CC=2SC3=CC=CC=C3SC12)C=1C=C2C=CC(=C(C2=CC1)C1=C(C=CC2=CC(=CC=C12)C1=CC=CC=2SC3=CC=CC=C3SC12)OC1=CC=C(C2=CC=CC=C12)CO)OC1=CC=C(C2=CC=CC=C12)CO {[6,6'-di(thianthren-1-yl)[1,1'-binaphthalene]-2,2'-diyl]bis(oxynaphthalene-4,1-diyl)}dimethanol